ClC=1C(=C(C(=CC1)C(F)F)C1=CN=C(C(=N1)C(=O)NC=1C=NN(C1)CC=1N=NC(=C(C1)C)N1C([C@@H]2C[C@@H]2C1)=O)C=C)F 6-(3-chloro-6-(difluoromethyl)-2-fluorophenyl)-N-(1-((5-methyl-6-((1R,5S)-2-oxo-3-azabicyclo[3.1.0]hexan-3-yl)pyridazin-3-yl)methyl)-1H-pyrazol-4-yl)-3-vinylpyrazine-2-carboxamide